Cl.CC(C)O propan-2-ol, hydrochloride